tert-butyl ((S)-1-(((4S,7R,9aS)-7-(1H-indole-1-carbonyl)-8,8-dimethyl-5-oxooctahydropyrrolo[2,1-b][1,3]thiazepin-4-yl)amino)-1-oxopropan-2-yl)(methyl)carbamate N1(C=CC2=CC=CC=C12)C(=O)[C@H]1C(C[C@@H]2SCC[C@@H](C(N21)=O)NC([C@H](C)N(C(OC(C)(C)C)=O)C)=O)(C)C